C1=NNN=C1N 5-aminotriazole